3-amino-4,7-dihydroxycoumarin NC=1C(OC2=CC(=CC=C2C1O)O)=O